FC=1C=C(C(=O)N2C[C@H](CCC2)C(=O)NCCCCCCC(=O)NO)C=CC1NC(=O)NC1=CC(=C(C=C1)C)F (S)-1-(3-fluoro-4-(3-(3-fluoro-4-methylphenyl)ureido)benzoyl)-N-(7-(hydroxyamino)-7-oxoheptyl)piperidine-3-carboxamide